(S,E)-tert-Butyl-7-((2,4-difluorobenzyl)oxy)-2-((3-(7-(dimethylamino)-2-((methoxycarbonyl)amino)-7-oxohept-5-enamido)-2-oxopyridin-1(2H)-yl)methyl)-5-fluoro-1H-indol-1-carboxylat C(C)(C)(C)OC(=O)N1C(=CC2=CC(=CC(=C12)OCC1=C(C=C(C=C1)F)F)F)CN1C(C(=CC=C1)NC([C@H](CC\C=C\C(=O)N(C)C)NC(=O)OC)=O)=O